ClCCCCCO 5-Chloro-1-pentanol